CC1=CC=C(C=N1)CC=1C(N=CNC1)=O 5-((6-methyl-3-pyridinyl)methyl)-4(1H)-pyrimidinone